OC1=C(C=C2C=CC(OC2=C1)=O)N=NC1=CC=CC=C1 7-hydroxy-2-oxo-6-(phenyldiazenyl)-2H-chromene